4-((5-(3-carbamoylphenyl)-1-(4-(trifluoromethyl)benzyl)-1H-indole-7-carboxamido)methyl)benzoic acid C(N)(=O)C=1C=C(C=CC1)C=1C=C2C=CN(C2=C(C1)C(=O)NCC1=CC=C(C(=O)O)C=C1)CC1=CC=C(C=C1)C(F)(F)F